C(#N)C1=CC(=C(C=C1)CCCC(=O)O)NC(=O)[C@H]1[C@]2(C1)CCOC1=CC=C(C=C12)C(NC1CCOCC1)=O 4-[4-cyano-2-({[(2'R,4S)-6-(tetrahydro-2H-pyran-4-ylcarbamoyl)-2,3-dihydrospiro[chromen-4,1'-cyclopropan]-2'-yl]carbonyl}amino)phenyl]butanoic acid